canalinol N[C@@H](CCON)CO